C(C(=C)C)(=O)OCC(COC(C(=C)C)=O)O 1,3-bis(methacryloxy)-2-propanol